2,2,2-trifluoro-1-(2-(4-methoxybenzyl)azepan-1-yl)ethan-1-one FC(C(=O)N1C(CCCCC1)CC1=CC=C(C=C1)OC)(F)F